ruthenium (II) dichloro[1,3-bis(2,4,6-trimethylphenyl)-2-imidazolidinylidene](benzylidene)(tricyclohexylphosphine) ClC1C(C(C(CC1)(P(C1CCCCC1)C1CCCCC1)Cl)=CC1=CC=CC=C1)=C1N(CCN1C1=C(C=C(C=C1C)C)C)C1=C(C=C(C=C1C)C)C.[Ru+2]